ClC1=CC(=C2C(=N1)NC=N2)N2C[C@H](N(C[C@@H]2C)C(=O)OC(C)(C)C)C tert-butyl (2R,5S)-4-(5-chloro-3H-imidazo[4,5-b]pyridin-7-yl)-2,5-dimethylpiperazine-1-carboxylate